OC1(CC1)C1=NN(C=N1)C1CC2(CN(C2)C(=O)N2CC3(C2)CC(C3)CC3=NSC(=N3)C(F)(F)F)C1 [6-[3-(1-hydroxycyclopropyl)-1,2,4-triazol-1-yl]-2-azaspiro[3.3]heptan-2-yl]-[6-[[5-(trifluoromethyl)-1,2,4-thiadiazol-3-yl]methyl]-2-azaspiro[3.3]heptan-2-yl]methanone